COC1=CC2=C(N(C=N2)C2=CC=C(C(=N2)C2=CC(N(C=C2)C)=O)[C@H](C)O)C=C1OC (s)-6-(5,6-Dimethoxy-1H-benzo[d]imidazol-1-yl)-3-(1-hydroxyethyl)-1'-methyl-[2,4'-bipyridin]-2'(1'H)-one